4-(4-((1R,5S)-3,8-diazabicyclo[3.2.1]octan-3-yl)-8-fluoro-2-(3-hydroxypropoxy)pyrido[4,3-d]pyrimidin-7-yl)naphthalen-2-ol [C@H]12CN(C[C@H](CC1)N2)C=2C1=C(N=C(N2)OCCCO)C(=C(N=C1)C1=CC(=CC2=CC=CC=C12)O)F